BrC1=NN(C=C1F)CC1=CC=C(C=C1)OC 3-bromo-4-fluoro-1-[(4-methoxyphenyl)methyl]pyrazole